2-[(3S,5R)-5-(2,3-dichloro-6-hydroxyphenyl)pyrrolidin-3-yl]propanamide ClC1=C(C(=CC=C1Cl)O)[C@H]1C[C@H](CN1)C(C(=O)N)C